(6-(4-fluorophenoxy)pyridin-3-yl)boronic acid FC1=CC=C(OC2=CC=C(C=N2)B(O)O)C=C1